2-(2-cyanoisoindolin-4-yl)benzenesulfonamide C(#N)N1CC2=CC=CC(=C2C1)C1=C(C=CC=C1)S(=O)(=O)N